anilinopyridine N(C1=CC=CC=C1)C1=NC=CC=C1